Cl.Cl.C(CCCCCCCCCCCCC)(=O)OC[C@H](COP(=O)(O)OCC(COC(CCNC(C)C)=O)OC(CCNC(C)C)=O)OC(CCCCCCCCCCCCC)=O (2R)-3-(((2,3-bis((3-(isopropylamino)propanoyl)oxy)propoxy)(hydroxy)-phosphoryl) oxy)propane-1,2-diyl ditetradecanoate dihydrochloride